P(=O)(OCCF)(OCCF)OCCF tri(fluoroethyl) phosphate